COC=1C=C(C=C(C1CC1CCN(CC1)C(C(F)(F)F)=O)OC)C=1C2=C(C(N(C1)C)=O)NN=C2 4-[3,5-dimethoxy-4-[[1-(2,2,2-trifluoroacetyl)-4-piperidyl]methyl]phenyl]-6-methyl-1H-pyrazolo[3,4-c]pyridin-7-one